COC1=C(C=C(C=C1)C=CC)OC 1,2-dimethoxy-4-prop-1-enylbenzene